OCCCCCCCCC1C(CCCCCCCC(=O)OC(CO)CO)O1 1,3-dihydroxypropan-2-yl 9,10-epoxy-18-hydroxyoctadecanoate